F[C@@H]1[C@H]2CCC[C@@H](C[C@@H]1N(C=1N=CC(=NC1)C1=C(C=C(C=C1)C1=CC(N(C=C1)C)=O)O)C)N2 4-(4-(5-(((1R,2R,3S,5S)-2-fluoro-9-azabicyclo[3.3.1]nonan-3-yl)(methyl)amino)pyrazin-2-yl)-3-hydroxyphenyl)-1-methylpyridin-2(1H)-one